5-((4-bromo-3-fluorobenzyl)oxy)-2-methyl-2-azabicyclo[2.2.1]Heptane BrC1=C(C=C(COC2C3CN(C(C2)C3)C)C=C1)F